C1(=CC=CC=C1)C1=NN=C(S1)[C@H](C)N (S)-1-(5-phenyl-1,3,4-thiadiazol-2-yl)ethan-1-amine